3-Oxabicyclo[3.1.0]hexan-6-yl (8-amino-7-fluoro-6-(8-methyl-2,3-dihydro-1H-pyrido[2,3-b][1,4]oxazin-7-yl)isoquinolin-3-yl)carbamate NC=1C(=C(C=C2C=C(N=CC12)NC(OC1C2COCC12)=O)C1=C(C2=C(OCCN2)N=C1)C)F